(S)-3-(4-(((S)-3-(1H-Pyrazol-1-yl)piperidin-1-yl)methyl)-5-methylthiophen-2-yl)-3-(1-ethyl-4-methyl-1H-benzo[d][1,2,3]triazol-5-yl)-2,2-dimethylpropanoic acid N1(N=CC=C1)[C@@H]1CN(CCC1)CC=1C=C(SC1C)[C@H](C(C(=O)O)(C)C)C1=C(C2=C(N(N=N2)CC)C=C1)C